O1CCC(C2=CC=CC=C12)CCNC(OC(C)(C)C)=O tert-Butyl (2-(chroman-4-yl)ethyl)carbamate